C(C1=CC=CC=C1)OC=1C(=NN(C1)C=1C=NC=CC1)C(=O)O 4-benzyloxy-1-(pyridin-3-yl)-1H-pyrazole-3-carboxylic acid